3,5-diisopropyl-1,2-phenylene dibenzoate C(C1=CC=CC=C1)(=O)OC1=C(C(=CC(=C1)C(C)C)C(C)C)OC(C1=CC=CC=C1)=O